benzylbis(alpha-hydroxybenzyl)phosphine oxide C(C1=CC=CC=C1)P(C(C1=CC=CC=C1)O)(C(C1=CC=CC=C1)O)=O